(Z)-(2-oxodihydrofuran-3(2H)-ylidene)methanolate O=C\1OCC/C1=C/[O-]